(S)-7-(2-(3-bromo-6-fluoro-1,8-dimethyl-4-carbonyl-1,4-dihydroquinolin-2-yl)ethyl)-4-ethyl-4-hydroxy-1,7-dihydro-3H-pyrano[3,4-c]pyridine-3,8(4H)-dione BrC1=C(N(C2=C(C=C(C=C2C1=C=O)F)C)C)CCN1C(C2=C(C=C1)[C@@](C(OC2)=O)(O)CC)=O